C(NC1C(CCCC1)C)NC1C(CCCC1)C methylene-bis(2-methylcyclohexylamine)